O=C1NCC2=CC=C(C=C12)N1C(NC(CC1)=O)=O 1-(3-Oxoisoindolin-5-yl)dihydropyrimidine-2,4(1H,3H)-dione